C(C)OC(C(C1N(CCNC1)S(=O)(=O)C)NC(=O)OC(C)(C)C)=O 2-(tert-Butoxycarbonylamino)-2-(1-methanesulfonylpiperazin-2-yl)acetic acid ethyl ester